(2,4-difluorophenyl)-1,3,4-thiadiazol-2-yl-1-[rac-(4R,7R)-7-methyl-4-(1-methylpyrazol-4-yl)-5,7-dihydro-4H-thieno[2,3-c]pyridin-6-yl]methanone FC1=C(C=CC(=C1)F)C1=NN=C(S1)C(=O)N1[C@@H](C2=C([C@H](C1)C=1C=NN(C1)C)C=CS2)C |r|